(8-(1,3-dimethyl-1H-pyrazol-5-yl)-5-(((5-fluoro-2,3-dihydrobenzofuran-4-yl)methyl)amino)imidazo[1,2-c]pyrimidin-2-yl)(phenyl)methanol CN1N=C(C=C1C=1C=2N(C(=NC1)NCC1=C(C=CC3=C1CCO3)F)C=C(N2)C(O)C2=CC=CC=C2)C